C(C)C1=C(C=CC=C1)[O-].OCC(CO)(CO)NCC(=O)O N-(2-Hydroxy-1,1-bis(hydroxymethyl)ethyl)glycine 2-ethylphenolate